C12C(C3CC(CC(C1)C3)C2)OC=2C=C(C(=O)O)C=CC2C(NS(=O)(=O)N2CCCC2)=O 3-((adamantan-2-yl)oxy)-4-((pyrrolidin-1-ylsulfonyl)carbamoyl)benzoic acid